N-(3-chloro-4-(cyclopropylmethoxy)phenyl)-N-(2,2-dimethyl-1-(oxazol-2-yl)propyl)propiolamide ClC=1C=C(C=CC1OCC1CC1)N(C(C#C)=O)C(C(C)(C)C)C=1OC=CN1